O1CCC(C2=CC=CC=C12)=O 3,4-dihydro-2H-chromen-4-one